pyrido[1,2-a][1,4]diazocine-9-carboxylate C1=C2N(CC=CC=N1)C=C(C=C2)C(=O)[O-]